1-(tert-Butyl) 2-methyl (2R,5S)-5-((4-oxocyclohexyl)methyl)pyrrolidine-1,2-dicarboxylate O=C1CCC(CC1)C[C@@H]1CC[C@@H](N1C(=O)OC(C)(C)C)C(=O)OC